(2S,4r)-1-[(2S)-3,3-dimethyl-2-[4-[(N-methylanilino)methyl]triazol-1-yl]butanoyl]-4-hydroxy-N-methyl-pyrrolidine-2-carboxamide CC([C@@H](C(=O)N1[C@@H](C[C@H](C1)O)C(=O)NC)N1N=NC(=C1)CN(C1=CC=CC=C1)C)(C)C